(3-T-BUTYL-5-METHYLPHENYL)BORONIC ACID C(C)(C)(C)C=1C=C(C=C(C1)C)B(O)O